CC1(C2CCC(CC2(CCC1)C)=C)C 5,5,8a-trimethyl-2-methylenedecahydronaphthalen